1-(3-chlorophenyl)-6-(piperidine-1-carbonyl)-3,4-dihydroquinolin-2(1H)-one ClC=1C=C(C=CC1)N1C(CCC2=CC(=CC=C12)C(=O)N1CCCCC1)=O